2-amino-5-oxo-4-(4-(trifluoromethyl) phenyl)-4H,5H-pyrano[3,2-c]chromene-3-carboxylate NC1=C(C(C=2C(OC=3C=CC=CC3C2O1)=O)C1=CC=C(C=C1)C(F)(F)F)C(=O)[O-]